methyl (1r,4R)-4-(3-chloroanilino)-7'-{(2R)-3-[(4-methoxyphenyl)methoxy]-2-methylpropyl}-2',3',7',8'-tetrahydrospiro[cyclohexane-1,6'-indeno[5,6-b][1,4]dioxine]-4-carboxylate ClC=1C=C(NC2(CCC3(C(CC4=CC=5OCCOC5C=C34)C[C@H](COCC3=CC=C(C=C3)OC)C)CC2)C(=O)OC)C=CC1